ClC1=NC=CC(=C1N1CCN(CC1)CC=1C=C2CN(C(C2=CC1)=O)N1C(NC(CC1)=O)=O)Cl 1-(5-((4-(2,4-dichloropyridin-3-yl)piperazin-1-yl)methyl)-1-oxoisoindolin-2-yl)dihydropyrimidine-2,4(1H,3H)-dione